(4-(4-amino-7-(2-hydroxyethyl)-7H-pyrrolo[2,3-d]pyrimidin-5-yl)-3-fluorophenyl)-2-oxo-1-phenyl-2,4,5,6-tetrahydro-1H-pyrrolo[1,2-b]pyrazole-3-carboxamide NC=1C2=C(N=CN1)N(C=C2C2=C(C=C(C=C2)C2CCN1N(C(C(=C12)C(=O)N)=O)C1=CC=CC=C1)F)CCO